N[C@H]1CN(CCC1)C1=C2C(=NC=C1)N(C(=N2)C2=CC(=C(C#N)C=C2)F)C2=C(C=C(C=C2)N2CCOCC2)F (R)-4-(7-(3-aminopiperidine-1-yl)-3-(2-fluoro-4-morpholinophenyl)-3H-imidazo[4,5-b]pyridine-2-yl)-2-fluorobenzonitrile